C1(=CC=CC2=CC=CC=C12)C(=O)N 1-naphthamide